CC([O-])CC sec-butylAt